(1r,4r)-4-({4-[2,6-bis(benzyloxy)pyridin-3-yl]phenyl}(methyl)amino)cyclohexane-1-carboxylic acid C(C1=CC=CC=C1)OC1=NC(=CC=C1C1=CC=C(C=C1)N(C1CCC(CC1)C(=O)O)C)OCC1=CC=CC=C1